NC1=C2C(=C3C(=N1)C=C(N3)C(=O)N(CC)[C@@H]3COCC1=CC(=CC=C31)Cl)COC2 (S)-5-amino-N-(7-chloroisochroman-4-yl)-N-ethyl-6,8-dihydro-1H-furo[3,4-d]pyrrolo[3,2-b]pyridine-2-carboxamide